1-chloro-3-(2,6-dichloro-4-((4-(2-hydroxy-3-(ethylsulfonyl)propoxy)phenyl)sulfonyl)phenoxy)propan-2-ol ClCC(COC1=C(C=C(C=C1Cl)S(=O)(=O)C1=CC=C(C=C1)OCC(CS(=O)(=O)CC)O)Cl)O